fluorosilver F[Ag]